OC=1C=C(C2=CC=CC=C2C1OC)C=O 3-hydroxy-4-methoxy-1-naphthaldehyde